(rac)-ethyl 6-chloro-3-(3-((6-fluoronaphthalen-1-yl)oxy)propyl)-7-(3-(1-(rac)-hydroxy-3-morpholinopropyl)-1,5-dimethyl-1H-pyrazol-4-yl)-1H-indole-2-carboxylate ClC1=CC=C2C(=C(NC2=C1C=1C(=NN(C1C)C)[C@@H](CCN1CCOCC1)O)C(=O)OCC)CCCOC1=CC=CC2=CC(=CC=C12)F |r|